BrC1=C(C=CC2=CC(=CC=C12)Cl)C=O 1-bromo-6-chloronaphthalene-2-carbaldehyde